3-((5-nitro-1-(benzenesulfonyl)-1H-pyrrolo[2,3-b]pyridin-4-yl) amino) tetrahydrofuran-3-carboxylate O1CC(CC1)C(=O)ONC1=C2C(=NC=C1[N+](=O)[O-])N(C=C2)S(=O)(=O)C2=CC=CC=C2